FC=1C=C(C=C(C1C(F)(F)F)N[C@@H](C)[C@@H]1[C@@H](CNCC1)F)C1=NNC(O1)=O 5-[3-Fluoro-5-({(1S)-1-[(3S,4R)-3-fluoropiperidin-4-yl]ethyl}amino)-4-(trifluoromethyl)phenyl]-1,3,4-oxadiazol-2(3H)-one